C(C)[NH+](CC)CC.C(C1=CC=CC=C1)OC[C@@H]1[C@H]([C@H]([C@H]([C@H](OCCNC(C[C@@H](CCCCCCCCCCC)OC(CCCCCCCCC)=O)=O)O1)NC(C[C@@H](CCCCCCCCCCC)OC(CCCCCCCCC)=O)=O)NC(C[C@@H](CCCCCCCCCCC)OC(CCCCCCCCC)=O)=O)OOS(=O)(=O)[O-] 2-[(R)-3-decanoyloxytetradecanoylamino]ethyl 6-O-benzyl-2,3-di-[(R)-3-decanoyloxytetradecanoylamino]-2,3-dideoxy-4-O-sulfoxy-β-D-allopyranoside triethylammonium salt